(6-(7-(aminomethyl)-7-(3-fluorophenyl)-3-azabicyclo[4.1.0]heptan-3-yl)-3-phenyl-1-(tetrahydro-2H-pyran-2-yl)-1H-pyrazolo[3,4-b]pyrazin-5-yl)methanol NCC1(C2CCN(CC12)C1=C(N=C2C(=N1)N(N=C2C2=CC=CC=C2)C2OCCCC2)CO)C2=CC(=CC=C2)F